[Ni](O)O Nickel(II) Hydroxide